C1(CCCCC1)OC(=O)NC=1C=C(C=NC1C)C1=CC2=C(N=C(S2)NC(CCOCCOCCOCCOCCC(=O)O)=O)C=C1 16-((6-(5-(((cyclohexyloxy)carbonyl)amino)-6-methylpyridin-3-yl)benzo[d]thiazol-2-yl)amino)-16-oxo-4,7,10,13-tetraoxahexadecanoic acid